triazolo[4,5-d]pyrimidine-5-amine hydrochloride Cl.N1=NN=C2NC(=NC=C21)N